OC1=C(C=C(CC(CCC2=CC=CC=C2)NC(=S)N)C=C1)OC 1-(4-hydroxy-3-methoxybenzyl)-3-phenylpropylthiourea